NC1=C(N=C(S1)C1=C(C=CC=C1F)F)C(=O)NC=1C(=C2C(=NC1)C=CS2)N2CC(C(CC2)O)N 5-amino-N-{7-[3-amino-4-hydroxypiperidin-1-yl]thieno[3,2-b]pyridin-6-yl}-2-(2,6-difluorophenyl)-1,3-thiazole-4-carboxamide